BrC1=CC(=C(C(=C1)C(F)(F)F)N[C@H]1[C@H](CCCC1)NC(=O)C1=CN=CC2=CC=CC=C12)C(=O)N1CCCCC1 N-((1S,2R)-2-((4-bromo-2-(piperidine-1-carbonyl)-6-(trifluoromethyl)phenyl)amino)cyclohexyl)isoquinoline-4-Formamide